(2,4-di-tert-butyl phenyl) phosphite P(OC1=C(C=C(C=C1)C(C)(C)C)C(C)(C)C)([O-])[O-]